Sodium Dilauryl Phosphate P(=O)(OCCCCCCCCCCCC)(OCCCCCCCCCCCC)[O-].[Na+]